F[P-](F)(F)(F)(F)F.C(C)(C)(C)C1=CC=C(C=C1)C1=[NH+]C=CC=C1 2-(4-tert-butylphenyl)pyridinium hexafluorophosphate